F[C@H]1C[C@@H](CC[C@H]1N1CCC(=CC1)C1=C(C=C(C=C1)[N+](=O)[O-])F)C(=O)OC(C)(C)C tert-butyl (1R,3S,4R)-3-fluoro-4-(4-(2-fluoro-4-nitrophenyl)-3,6-dihydropyridin-1(2H)-yl)cyclohexane-1-carboxylate